benzotriazole-diamine N1N=NC=2C1=CC=C(C2N)N